CC(C)(C)C1C(CCCC1)CC(=O)O.C(C)(=O)OC1C(CCCC1)C(C)(C)C 2-tert-butylcyclohexyl acetate (2-(1,1-dimethylethyl)cyclohexyl acetate)